5-methoxypyridine COC=1C=CC=NC1